N1CC(CC1)CC(=O)OC1=C(C(=CC(=C1)CCCCC)OC(CC1CNCC1)=O)[C@H]1[C@@H](CCC(=C1)C)C(=C)C (1'R,2'R)-5'-methyl-4-pentyl-2'-(prop-1-en-2-yl)-1',2',3',4'-tetrahydro-[1,1'-biphenyl]-2,6-diyl bis(2-(pyrrolidin-3-yl)acetate)